3-[(R)-1-{2-[1-(5-methoxy-4-pyrimidinyl)-4-piperidyl]-3-methyl-6-methyl-4-oxo-8-quinazolinyl}ethylamino]-6-chloro-2-pyridinecarboxylic acid COC=1C(=NC=NC1)N1CCC(CC1)C1=NC2=C(C=C(C=C2C(N1C)=O)C)[C@@H](C)NC=1C(=NC(=CC1)Cl)C(=O)O